N-(4-[3-fluoro-5-(trifluoromethyl)phenyl]-5-{[(2R)-2-methylpyrrolidin-1-yl]methyl}-1,3-thiazol-2-yl)acetamide FC=1C=C(C=C(C1)C(F)(F)F)C=1N=C(SC1CN1[C@@H](CCC1)C)NC(C)=O